2-(2-oxo-1-oxa-3,8-diazaspiro[4.5]decan-3-yl)acetonitrile O=C1OC2(CN1CC#N)CCNCC2